N-methoxy-N-methyl-5-(2,2,2-trifluoroethyl)pyridine-2-carboxamide CON(C(=O)C1=NC=C(C=C1)CC(F)(F)F)C